1-((2-(2,4-bis(benzyloxy)-5-isopropylbenzoyl)isoindolin-5-yl)methyl)piperidine-4-carboxylic acid methyl ester COC(=O)C1CCN(CC1)CC=1C=C2CN(CC2=CC1)C(C1=C(C=C(C(=C1)C(C)C)OCC1=CC=CC=C1)OCC1=CC=CC=C1)=O